2-(2-((2,3-Bis(benzyloxy)phenyl)(tert-butoxycarbonyl)amino)ethyl)hydrazine-1-carboxylic acid tert-butyl ester C(C)(C)(C)OC(=O)NNCCN(C(=O)OC(C)(C)C)C1=C(C(=CC=C1)OCC1=CC=CC=C1)OCC1=CC=CC=C1